[Ca+2].C(C=C)(=O)OCCCS(=O)(=O)[O-].S(=O)(=O)([O-])CCCOC(C=C)=O 3-sulfopropyl acrylate, calcium salt